O=C1CC(N(C2=C(N1)C=1CCCCC1C=C2)C2=CC=C(C=C2)NS(=O)(=O)C2=C(C=CC=C2)[N+](=O)[O-])=O N-[4-(2,4-dioxo-1,2,3,4,8,9,10,11-octahydro-naphtho[1,2-b][1,4]diazepin-5-yl)phenyl]-2-nitro-benzenesulfonamide